4-ethoxy-2-(pyridin-2-yl)-1-((tetrahydro-2H-pyran-2-yl)oxy)butane C(C)OCCC(COC1OCCCC1)C1=NC=CC=C1